FC=1C=C(C(=NC1)N1CCN(CC1)C(=O)C=1C=C2C=C(NC2=C(C1)C1=C(C=CC=C1)OC)C=1CN(CCC1)C(=O)OC(C)(C)C)OC tert-butyl 3-(5-(4-(5-fluoro-3-methoxypyridin-2-yl)piperazine-1-carbonyl)-7-(2-methoxyphenyl)-1H-indol-2-yl)-5,6-dihydropyridine-1(2H)-carboxylate